NC1=C(C(=NC=2N1N=C(C2CC)C)NCCC2=NN(C=C2F)C(CO)(C)C)C#N 7-amino-3-ethyl-5-((2-(4-fluoro-1-(1-hydroxy-2-methylpropan-2-yl)-1H-pyrazol-3-yl)ethyl)amino)-2-methylpyrazolo[1,5-a]pyrimidine-6-carbonitrile